4'-chloro-2'-(4-methyl-1,2,4-triazol-3-yl)-[1,1'-biphenyl]-3-amine ClC1=CC(=C(C=C1)C1=CC(=CC=C1)N)C1=NN=CN1C